ClC1=C(C=C(OCCCC2=C(N(C3=C(C=CC=C23)C=2C(=NN(C2C)C)C)CCCOCCOS(=O)(=O)C)C(=O)OC(C)(C)C)C=C1C)C tert-butyl 3-(3-(4-chloro-3,5-dimethylphenoxy)propyl)-1-(3-(2-((methylsulfonyl)oxy)ethoxy)propyl)-7-(1,3,5-trimethyl-1H-pyrazol-4-yl)-1H-indole-2-carboxylate